6-(2-{[(1R)-1,5-dimethyl-8-azabicyclo[3.2.1]oct-3-yl](methyl)amino}[1,3]thiazolo[5,4-d]pyrimidin-5-yl)-2-methyl-1,3-benzoxazole-4-carbonitrile C[C@]12CC(CC(CC1)(N2)C)N(C=2SC=1N=C(N=CC1N2)C=2C=C1C(N=C(O1)C)=C(C2)C#N)C